C(C)(C)(C)OC(=O)N1CCC(CC1)[N+](=O)[O-] 4-nitro-piperidine-1-carboxylic acid tert-butyl ester